4-phenyl-3-(1-((2-(trimethylsilyl)ethoxy)methyl)-1H-pyrrol-3-yl)-1H-pyrazol-5-amine C1(=CC=CC=C1)C=1C(=NNC1N)C1=CN(C=C1)COCC[Si](C)(C)C